(E)-3-(6-amino-pyridin-3-yl)-N-((5-(5-(4-fluoro-phenyl)-3-methyl-isoxazol-4-yl)-7-(trifluoro-methyl)benzofuran-2-yl)methyl)acrylamide NC1=CC=C(C=N1)/C=C/C(=O)NCC=1OC2=C(C1)C=C(C=C2C(F)(F)F)C=2C(=NOC2C2=CC=C(C=C2)F)C